3-((4-(5-chloro-2-((3aR,6aR)-hexahydropyrrolo[3,4-b]pyrrol-5(1H)-yl)phenyl)pyrrolo[2,1-f][1,2,4]triazin-6-yl)methyl)-6,6-dimethyl-3-azabicyclo[3.1.0]hexane-2,4-dione ClC=1C=CC(=C(C1)C1=NC=NN2C1=CC(=C2)CN2C(C1C(C1C2=O)(C)C)=O)N2C[C@@H]1NCC[C@@H]1C2